BrC1=C(C=CC(=N1)N)OC1=C(C=C(C=C1)F)F 6-bromo-5-(2,4-difluorophenoxy)pyridin-2-amine